2,5-dihydroxyphenylacetate OC1=C(C=C(C=C1)O)CC(=O)[O-]